(R)-3-(2-(benzyloxy)propoxy)-4-(2,6-dimethoxyphenyl)-2-oxo-2H-pyran-6-carboxylic acid C(C1=CC=CC=C1)O[C@@H](COC=1C(OC(=CC1C1=C(C=CC=C1OC)OC)C(=O)O)=O)C